tert-Butyl N-[(3R,4R)-1-[2-chloro-5-(1-isopropylpyrazol-4-yl)-4-pyridyl]-4-fluoro-3-piperidyl]carbamate ClC1=NC=C(C(=C1)N1C[C@H]([C@@H](CC1)F)NC(OC(C)(C)C)=O)C=1C=NN(C1)C(C)C